bismuth potassium sodium niobium [Nb].[Na].[K].[Bi]